ClC=1C=C(C(=O)N[C@@H](CCl)CC2=CC=C(C=C2)C)C(=CN1)OC1=CC(=CC=C1)C(F)(F)F |r| 2-chloro-N-[(2RS)-1-chloro-3-(4-methylphenyl)propan-2-yl]-5-[3-(trifluoro-methyl)phenoxy]isonicotinamide